OC=1C=C(C=CC1)CCC(=O)O 3-(3-hydroxyphenyl)-propionic acid